4-(4-fluoro-1H-indol-2-yl)-5-hydroxy-N-methoxy-2-carbonyl-5-phenyl-2,5-dihydrofuran-3-carboxamide FC1=C2C=C(NC2=CC=C1)C1=C(C(OC1(C1=CC=CC=C1)O)=C=O)C(=O)NOC